4-methoxy-7-(4,4,5,5-tetramethyl-1,3,2-dioxaborolan-2-yl)-1H-indazol-3-amine COC1=C2C(=NNC2=C(C=C1)B1OC(C(O1)(C)C)(C)C)N